O=S1(CC(C=C1)NC(=O)C1=CC2=C(NC1=O)C=C(S2)C=C)=O N-(1,1-Dioxido-2,3-dihydrothiophen-3-yl)-5-oxo-2-vinyl-4,5-dihydrothieno[3,2-b]pyridine-6-carboxamide